2-(1,7,7-TRIMETHYLBICYCLO[2.2.1]HEPT-2-YL)-1-CYCLOHEXANOL CC12C(CC(CC1)C2(C)C)C2C(CCCC2)O